N-(2-chloro-3-((3-cyclopropyl-5-methyl-4-oxo-3,4-dihydroquinazolin-6-yl)amino)-4-fluorophenyl)propane-1-sulfonamide ClC1=C(C=CC(=C1NC=1C(=C2C(N(C=NC2=CC1)C1CC1)=O)C)F)NS(=O)(=O)CCC